COC[C@@H]1CN(CC1)[C@H]1CCC2=C(CC1)C=C(C=C2)C=2C=C1C(=NC2)NC=C1C1=CC=C(C=C1)C=1C(=NC=C(N1)C)C 3-(4-{5-[(7S)-7-[(3S)-3-(Methoxymethyl)pyrrolidin-1-yl]-6,7,8,9-tetrahydro-5H-benzo[7]annulen-2-yl]-1H-pyrrolo[2,3-b]pyridin-3-yl}phenyl)-2,5-dimethylpyrazine